C1(CC1)N1C(C(=CC=C1)NC(=O)C1=CC=2C(N=C1OC(C)C)=NN(C2)C[C@H]2COCC2)=O (S)-N-(1-cyclopropyl-2-oxo-1,2-dihydropyridin-3-yl)-6-isopropoxy-2-((tetrahydrofuran-3-yl)methyl)-2H-pyrazolo[3,4-b]pyridine-5-carboxamide